FC=1C=C(C=C(C1)F)[C@H](CC)N1C(=NC(C(=C1O)CC1=CC=C(C=C1)C=1C(=NC=CC1)C)=O)COC(C)C 1-[(1S)-1-(3,5-difluorophenyl)propyl]-6-hydroxy-5-{[4-(2-methylpyridin-3-yl)phenyl]methyl}-2-[(propan-2-yloxy)methyl]-1,4-dihydropyrimidin-4-one